3-cyclopropyl-3-methylbutyl N-{[2-(2,6-dioxopiperidin-3-yl)-3-oxo-2,3-dihydro-1H-isoindol-5-yl]methyl}carbamate O=C1NC(CCC1N1CC2=CC=C(C=C2C1=O)CNC(OCCC(C)(C)C1CC1)=O)=O